2-(3-phenyl-4-hydroxyphenoxy)-5-chlorobenzamide C1(=CC=CC=C1)C=1C=C(OC2=C(C(=O)N)C=C(C=C2)Cl)C=CC1O